N1(C=NC=C1)CC1=CC(=C2CCN(C(C2=C1)=O)C1=CC=NC2=C(C=C(C=C12)CC)C(=O)OCC)C=1C(=NN(C1)C)C(F)(F)F ethyl 4-(7-((1H-imidazol-1-yl)methyl)-5-(1-methyl-3-(trifluoromethyl)-1H-pyrazol-4-yl)-1-oxo-3,4-dihydroisoquinolin-2(1H)-yl)-6-ethylquinoline-8-carboxylate